butyl-(4-cyclohexyl-3,5-dimethoxyphenyl)dimethylsilane benzyl-4-((4-(benzyloxy)-2,3,6-trimethylbenzoyl)oxy)-3-bromo-2,5,6-trimethylbenzoate C(C1=CC=CC=C1)OC(C1=C(C(=C(C(=C1C)C)OC(C1=C(C(=C(C=C1C)OCC1=CC=CC=C1)C)C)=O)Br)C)=O.C(CCC)[Si](C)(C)C1=CC(=C(C(=C1)OC)C1CCCCC1)OC